CC=1C(=C(C=CC1O)C1=CC=C(C=C1)O)C dimethyl-4,4'-biphenyldiol